N1CC(C1)C\C=C/1\CC2[C@H](C([C@H]3[C@@H]4CCC([C@@]4(C)CC[C@@H]3[C@]2(CC1)C)=O)=O)CO (E,Z)-3-[2-(azetidine-3-yl)ethyliden]-6alpha-hydroxymethylandrostane-7,17-dione